BrC=1C(=C(C(=O)OC)C=CC1)C methyl 3-bromo-2-methylbenzoate